C(C)(C)C1=C(C(=CC=C1)C(C)C)C=1C(=C(C=2C=3C(=CC=C4C=CC(=C(C5=C(C=CC1C52)OC5=CC(=CC=C5)F)C43)OC4=CC(=CC=C4)F)OC4=CC(=CC=C4)F)OC4=CC(=CC=C4)F)C4=C(C=CC=C4C(C)C)C(C)C bis(2,6-diisopropylphenyl)-1,6,7,12-tetrakis(3-fluorophenoxy)perylene